1-((7-(4,4-difluoro-2-methylbutyryl)-10-hydroxy-7-azaspiro[4.5]decan-10-yl)methyl)-N,N-dimethyl-6-oxo-4-phenyl-1,6-dihydropyridine-3-carboxamide FC(CC(C(=O)N1CC2(CCCC2)C(CC1)(O)CN1C=C(C(=CC1=O)C1=CC=CC=C1)C(=O)N(C)C)C)F